C(C)(C)(C)[S@](=O)N[C@@H](C=1C=C(N=NC1Cl)NC(C(C)(C)C)=O)C1CC1 N-(5-((R)-(((S)-tert-butylsulfinyl)amino)(cyclopropyl)methyl)-6-chloropyridazin-3-yl)pivalamide